5-chloro-3-(hydroxymethyl)pyridin ClC=1C=C(C=NC1)CO